C(CCCCCCCC(=O)OCCCCCCCC)(=O)OCCCCCCCC Dioctyl azelate